C1(CC1)CN1C(=NC2=C1C=CC=1C(C=C(OC12)C1=CC=C(C#N)C=C1)=O)C(F)(F)F 4-(3-(cyclopropylmethyl)-6-oxo-2-(trifluoromethyl)-3,6-dihydrochromeno[7,8-d]imidazol-8-yl)benzonitrile